indeno[2,1-b]indole C1=C2C=3C(=NC2=CC=C1)C=C1C=CC=CC13